2-[3-(N-[(E)-(1-methylpyridin-1-ium-4-yl)methyleneamino]anilino)propyl]isoindoline-1,3-dione iodide [I-].C[N+]1=CC=C(C=C1)\C=N\N(C1=CC=CC=C1)CCCN1C(C2=CC=CC=C2C1=O)=O